C(C1=CC=CC=C1)NC(=O)[C@]12[C@@H]([C@@H]3[C@H](C(N1)=O)[C@@H](CN3CCC(C)C)C2)CC(C)C |o1:10,11,12,13,17| (3S*,3aR*,6S*,7R*,7aR*)-N-benzyl-7-isobutyl-1-isopentyl-4-oxooctahydro-6H-3,6-methanopyrrolo[3,2-c]pyridine-6-carboxamide